N-(5-(3-cyanobenzyl)pyridin-2-yl)-1-methyl-6-oxo-1,6-dihydropyridazine-3-carboxamide C(#N)C=1C=C(CC=2C=CC(=NC2)NC(=O)C2=NN(C(C=C2)=O)C)C=CC1